C1(CC1)C(CN1CCCC1)NC(OC(C)(C)C)=O tert-butyl (1-cyclopropyl-2-(pyrrolidin-1-yl)ethyl)carbamate